C(C)(C)(C)C1=CC=C(C=C1)CS (4-(tertiary butyl)phenyl)methanethiol